chloro-N-(4-hydroxy-3-(sulfamoylamino)phenyl)-[1,1'-biphenyl]-4-carboxamide ClC1=C(C=CC(=C1)C(=O)NC1=CC(=C(C=C1)O)NS(N)(=O)=O)C1=CC=CC=C1